N1N=CN=N1.[Na] sodium 1,2,4,5-tetrazole